S1C(=NN=C1)C1=CN=CC(=N1)N1C[C@H]2C([C@H]2C1)COC=1C(=NC=CC1)C(F)(F)F (1R,5S,6S)-3-[6-(1,3,4-Thiadiazol-2-yl)pyrazin-2-yl]-6-({[2-(trifluoromethyl)pyridin-3-yl]oxy}methyl)-3-azabicyclo[3.1.0]hexane